tert-butyl 2-(4-bromo-3-fluoro-2-methoxyphenyl)-8-oxo-2,3,4,5a,6,7,8,9-octahydro-5H-1,2,5,7-tetraazabenzo[cd]azulene-5-carboxylate BrC1=C(C(=C(C=C1)N1N=C2CC(NCC3C2=C1CCN3C(=O)OC(C)(C)C)=O)OC)F